3-(5-fluoro-2-methoxyphenyl)azetidine-1-carboxylic acid tert-butyl ester C(C)(C)(C)OC(=O)N1CC(C1)C1=C(C=CC(=C1)F)OC